3-[4-[1-[2-(3,3-difluoro-4-piperidyl)acetyl]-4-piperidyl]anilino]piperidine-2,6-dione FC1(CNCCC1CC(=O)N1CCC(CC1)C1=CC=C(NC2C(NC(CC2)=O)=O)C=C1)F